(Z)-but-2-en-2-yl-potassium trifluoroborate B(F)(F)F.C/C(=C/C)/[K]